COC1(CC#N)CC(=CC=C1)OC 1,3-dimethoxybenzyl cyanide